5-fluoro-7-((S)-1-hydroxy-2-((3as,5S,6ar)-3a-hydroxy-5-phenoxyhexahydrocyclopenta[c]pyrrol-2(1H)-yl)ethyl)-2H-benzo[b][1,4]oxazin-3(4H)-one FC1=CC(=CC=2OCC(NC21)=O)[C@@H](CN2C[C@@H]1[C@](C2)(C[C@H](C1)OC1=CC=CC=C1)O)O